NC1=CC=C2C(=NN(C2=C1)C)[C@@]1(C(NC(CC1)=O)=O)C (R)-3-(6-amino-1-methyl-1H-indazol-3-yl)-3-methylpiperidine-2,6-dione